NC1=CN(C(C2=CC(=C(C=C12)C1=NC=C(C=N1)C(F)(F)F)F)=O)C[C@H]1C[C@H](CCC1)NC=1C=NNC(C1C(F)(F)F)=O 4-amino-7-fluoro-2-(((1R,3S)-3-((6-oxo-5-(trifluoromethyl)-1,6-dihydropyridazin-4-yl)amino)cyclohexyl)methyl)-6-(5-(trifluoromethyl)pyrimidin-2-yl)isoquinolin-1(2H)-one